(1-((2-methylbut-3-en-2-yl)sulfonyl)cyclopropyl)methanol bis(2-butyloctyl)10-(4-(dimethylamino)-N-(2-ethylhexyl)butanamido)nonadecanedioate C(CCC)C(CC(C(=O)O)(CCCCCCCC(CCCCCCCCC(=O)O)N(C(CCCN(C)C)=O)CC(CCCC)CC)CC(CCCCCC)CCCC)CCCCCC.CC(C)(C=C)S(=O)(=O)C1(CC1)CO